N[C@@H]([C@@H](C(=O)[O-])C)C1=CC=C(C=C1)Cl (2S,3S)-3-amino-3-(4-chlorophenyl)-2-methylpropionate